OC1(CCN(CC1)C(C)=O)C1=CC2=C(N=CN=C2N[C@H](C)C2=C(C(=CC=C2)C(F)(F)F)C)C(=N1)OC (R)-1-(4-hydroxy-4-(8-methoxy-4-((1-(2-methyl-3-(trifluoro-methyl)phenyl)ethyl)amino)pyrido[3,4-d]pyrimidin-6-yl)piperidin-1-yl)ethan-1-one